2-(3-(2-(3-fluoroazetidin-1-yl)ethyl)-6-oxo-4-(trifluoromethyl)pyridazine-1(6H)-yl)-4-methylpentanoic acid FC1CN(C1)CCC1=NN(C(C=C1C(F)(F)F)=O)C(C(=O)O)CC(C)C